7-(1-Acryloylpiperidin-4-yl)-2-(3-methoxy-4-phenoxyphenyl)-4,5,6,7-tetrahydropyrazolo[1,5-a]pyrimidine-3-carboxamide C(C=C)(=O)N1CCC(CC1)C1CCNC=2N1N=C(C2C(=O)N)C2=CC(=C(C=C2)OC2=CC=CC=C2)OC